N1(CCNCC1)CC1CCN(CC1)C(=O)OCCCC Butyl 4-(piperazin-1-ylmethyl)piperidine-1-carboxylate